BrC1=NC(=CC2=C1C=NN2C)C(=O)NCC2=C(C=C(C=C2)OC)OC 4-Bromo-N-[(2,4-dimethoxyphenyl)methyl]-1-methyl-pyrazolo[4,3-C]pyridine-6-carboxamide